4-(4-(2,6-dichlorophenoxy)piperidin-1-yl)benzohydrazide ClC1=C(OC2CCN(CC2)C2=CC=C(C(=O)NN)C=C2)C(=CC=C1)Cl